6-bromo-2-chloro-N,N-dimethylthieno[3,2-d]pyrimidin-4-amine BrC1=CC=2N=C(N=C(C2S1)N(C)C)Cl